NC(C(=O)O)CC1CCN(CC1)CC(=O)O 2-amino-3-(1-(carboxymethyl)piperidin-4-yl)propanoic acid